BrC1=CS(C2=C3C=NN(C3=CC=C21)C2OCCCC2)(=O)=O 3-bromo-6-(tetrahydro-2H-pyran-2-yl)-6H-thieno[2,3-e]Indazole-1,1-dioxide